3-(5-bromo-6-fluoro-1-oxo-3H-isoindol-2-yl)piperidine-2,6-dione BrC=1C=C2CN(C(C2=CC1F)=O)C1C(NC(CC1)=O)=O